(((bicyclo[1.1.1]pentane-1,3-diylbis(methylene))bis(oxy))bis(ethane-2,1-diyl))bis(1H-pyrrole-2,5-dione) C12(CC(C1)(C2)COCCN2C(C=CC2=O)=O)COCCN2C(C=CC2=O)=O